tert-butyl (5-((2-(1-(difluoromethyl)-1H-imidazol-2-yl)-6-nitrophenyl)amino)hexyl)carbamate FC(N1C(=NC=C1)C1=C(C(=CC=C1)[N+](=O)[O-])NC(CCCCNC(OC(C)(C)C)=O)C)F